CCCCCC(C=CC=O)O (+/-)-4-HYDROXYNON-2-ENAL